CN1CCN(CC1)C1=CC=C(C=CC2=NC3=CC=CC=C3C=C2)C=C1 4-(4-methylpiperazin-1-yl)styryl-quinoline